8-(4,4-difluoropiperidin-1-yl)-2-methylimidazo[1,2-a]pyrazin-6-amine FC1(CCN(CC1)C=1C=2N(C=C(N1)N)C=C(N2)C)F